methyl 1-(6-bromohexyl)-6-chloro-7-(naphthalen-1-ylmethyl)-5-oxo-8-(3-(trifluoromethyl)phenyl)-1,2,3,5-tetrahydroimidazo[1,2-a]pyridine-3-carboxylate BrCCCCCCN1CC(N2C1=C(C(=C(C2=O)Cl)CC2=CC=CC1=CC=CC=C21)C2=CC(=CC=C2)C(F)(F)F)C(=O)OC